(R)-3-(4-bromo-2,5-dimethoxyphenyl)piperidine BrC1=CC(=C(C=C1OC)[C@@H]1CNCCC1)OC